CCCCCCC1CO1 Epoxyoctane